ClC=1C=C(C=C(C1O)Cl)C(C)(C)C1=CC(=C(C(=C1)Cl)O)Cl 2,2-bis(3,5-dichloro-4-hydroxyphenyl)propane